The molecule is a phosphatidylcholine 40:1 in which the acyl groups specified at positions 1 and 2 are eicosanoyl and (11Z)-eicosenoyl respectively. It derives from an icosanoic acid and an (11Z)-icos-11-enoic acid. CCCCCCCCCCCCCCCCCCCC(=O)OC[C@H](COP(=O)([O-])OCC[N+](C)(C)C)OC(=O)CCCCCCCCC/C=C\\CCCCCCCC